C(C)(C)(C)C=1C=C(CN(C(CN(S(=O)(=O)C2=C(C(=C(C(=C2F)F)F)F)F)CC2=CC=C(C=C2)Cl)=O)C=2C=NC(=CC2)OC)C=C(C1)C1CC1 N-(3-(tert-butyl)-5-cyclopropylbenzyl)-2-(N-(4-chlorobenzyl)-(2,3,4,5,6-pentafluorophenyl)sulfonamido)-N-(6-methoxypyridin-3-yl)acetamide